tert-butyl (S)-2-(1-(6-bromo-3-fluoro-5-(2-(5-methyl-3-(trifluoromethyl)-1H-pyrazol-1-yl)acetamido)pyridin-2-yl)-1H-1,2,4-triazol-3-yl)-4,4-difluoropyrrolidine-1-carboxylate BrC1=C(C=C(C(=N1)N1N=C(N=C1)[C@H]1N(CC(C1)(F)F)C(=O)OC(C)(C)C)F)NC(CN1N=C(C=C1C)C(F)(F)F)=O